NC=1C(=NC(=CN1)C1=C(C=C(C=C1)NC([C@@H](C=1C=C(C=CC1)C)O)=O)CC)C(=O)NC(C)C (R)-3-amino-6-(2-ethyl-4-(2-hydroxy-2-(m-tolyl)acetamido)phenyl)-N-isopropylpyrazine-2-carboxamide